Methyl 3-((3-((3,5-dichloropyridin-2-yl)oxy)propyl)amino)-4-nitrobenzoate ClC=1C(=NC=C(C1)Cl)OCCCNC=1C=C(C(=O)OC)C=CC1[N+](=O)[O-]